N-(4-methoxybenzyl)benzenesulfonamide COC1=CC=C(CNS(=O)(=O)C2=CC=CC=C2)C=C1